cis-(3-aminocyclobutyl)-[(3S)-3-(3-fluorophenyl)isoxazolidin-2-yl]methanone N[C@H]1C[C@H](C1)C(=O)N1OCC[C@H]1C1=CC(=CC=C1)F